OC[C@](C)(O)[C@H]1CN(CCC1)C(=O)OCC1=CC=CC=C1 Benzyl (3R)-3-[(2R)-1,2-dihydroxypropan-2-yl]piperidine-1-carboxylate